7-hydroxy-1,2-dimethoxy-6-methylanthraquinone OC1=C(C=C2C(C=3C=CC(=C(C3C(C2=C1)=O)OC)OC)=O)C